6-(2,4-dimethoxypyrimidin-5-yl)-8-[(1S,2S)-2-(1-isopropylindazol-6-yl)cyclopropyl]imidazo[1,2-b]pyridazine COC1=NC=C(C(=N1)OC)C=1C=C(C=2N(N1)C=CN2)[C@@H]2[C@H](C2)C2=CC=C1C=NN(C1=C2)C(C)C